(R)-5-hydroxy-N-(isoxazol-4-yl)-1-methyl-6-oxo-2-(2-(pyridin-3-yl)pyrrolidin-1-yl)-1,6-dihydropyrimidine-4-carboxamide OC1=C(N=C(N(C1=O)C)N1[C@H](CCC1)C=1C=NC=CC1)C(=O)NC=1C=NOC1